FC1(OCCC1)CCCC fluoro(2-butyltetrahydrofuran)